O[C@@H](C(=O)O)CC1=CC=C(C=C1)C(F)(F)F (R)-2-hydroxy-3-[4-(trifluoromethyl)phenyl]Propionic acid